FC1=CC=C(C=C1)\C=C\I (E)-1-fluoro-4-(2-iodovinyl)benzene